CC=1C=CC=2C=C3N(C2C1)C(C=C3C3=CC=CC=C3)(O)C(F)(F)F 6-Methyl-1-phenyl-3-(trifluoromethyl)-3H-pyrrolo[1,2-a]indol-3-ol